ClC1=C2C=NNC2=CC=C1NC1=NC(=NN1C)C1=CC(=C(OCC(=O)NCCOC)C=C1)OC 2-[4-[5-[(4-chloro-1H-indazol-5-yl)amino]-1-methyl-1,2,4-triazol-3-yl]-2-methoxy-phenoxy]N-(2-methoxyethyl)acetamide